ClC1=CC=C2C(=C(N(C2=C1F)C=1C=NN(C1)C(C)C)C#N)SC1=CC=CC(=N1)C(=O)O 6-((6-chloro-2-cyano-7-fluoro-1-(1-isopropyl-1H-pyrazol-4-yl)-1H-indol-3-yl)thio)picolinic acid